5-(9,10-diphenylanthracene-2-yl)-2-{4-(pyridin-3-yl)phenyl}-2H-benzotriazole C1(=CC=CC=C1)C=1C2=CC=CC=C2C(=C2C=CC(=CC12)C1=CC=2C(=NN(N2)C2=CC=C(C=C2)C=2C=NC=CC2)C=C1)C1=CC=CC=C1